[1,3]dioxol-4-carbaldehyde O1COC(=C1)C=O